C(CCCCC)C1OC(OC1)=C 4-hexyl-2-methylene-1,3-dioxolane